(6-(((6aR,8R)-2-(3,5-difluoro-2-methoxyphenyl)-6a-ethyl-5,6,6a,7,8,9-hexahydro-pyrrolo[1',2':4,5]pyrazino[2,3-c]pyridazin-8-yl)oxy)pyridin-3-yl)methanol FC=1C(=C(C=C(C1)F)C=1C=C2C(=NN1)NC[C@@]1(N2C[C@@H](C1)OC1=CC=C(C=N1)CO)CC)OC